Cl.Cl.C(CC)(=O)O.C(CC)(=O)O dipropionic acid dihydrochloride